2-{[7-amino-4-(isoquinolin-7-yl)-1-oxo-2,3-dihydro-1H-isoindol-2-yl]methyl}prop-2-enenitrile NC=1C=CC(=C2CN(C(C12)=O)CC(C#N)=C)C1=CC=C2C=CN=CC2=C1